FC(C1=NN(C(=C1)C(F)F)CC(=O)N1CCC(CC1)C=1SC=C(N1)C1=NOC(C1)C1=C(C=CC=C1OCC#C)Cl)F 2-[3,5-bis(difluoromethyl)-1H-pyrazol-1-yl]-1-[4-(4-{5-[2-chloro-6-(prop-2-yn-1-yl-oxy)phenyl]-4,5-dihydro-1,2-oxazol-3-yl}-1,3-thiazol-2-yl)piperidin-1-yl]ethanone